5,6-diamino-2-mercaptopyrimidin-4-ol NC=1C(=NC(=NC1N)S)O